C(C)(=O)N([C@H](C)C(=O)O)C1=CC=C(C=C1)C(F)(F)F (R)-N-acetyl-4-trifluoromethylphenyl-alanine